C1(CC1)CN1N=C(C(=C1)C1=C(C(=CC=2N=C(NC21)C2=NC=C(C=C2)C2OCCO2)OC)NC=2N=NC(=CC2)C)C 1-(cyclopropylmethyl)-3-methyl-pyrazol-4-yl-5-(1,3-dioxolan-2-yl)-2-pyridyl-6-methoxy-N-(6-methylpyridazin-3-yl)benzimidazol-5-amine